2,4',5-trifluoro-4-((4-n-propylphenyl)ethynyl)-1,1'-biphenyl FC1=C(C=C(C(=C1)C#CC1=CC=C(C=C1)CCC)F)C1=CC=C(C=C1)F